(S)-5-bromo-N-(2-hydroxy-3-phenylpropyl)-N,6-dimethylnicotinamide BrC=1C(=NC=C(C(=O)N(C)C[C@H](CC2=CC=CC=C2)O)C1)C